3-(5-((4-(5-fluoro-2-oxo-2,3-dihydro-1H-benzo[d]imidazol-1-yl)piperidin-1-yl)methyl)-1-oxoisoindolin-2-yl)piperidine-2,6-dione FC1=CC2=C(N(C(N2)=O)C2CCN(CC2)CC=2C=C3CN(C(C3=CC2)=O)C2C(NC(CC2)=O)=O)C=C1